(S)-benzyl (1-(3-fluoro-5-(trifluoromethyl)phenyl)-1-oxopropan-2-yl)carbamate FC=1C=C(C=C(C1)C(F)(F)F)C([C@H](C)NC(OCC1=CC=CC=C1)=O)=O